CS(=O)(=O)NC1C(N(CCC1)C(=O)OC)COC1CCC(CC1)C1=CC=CC=C1 METHYL 3-((METHYLSULFONYL)AMINO)-2-(((4-PHENYLCYCLOHEXYL)OXY)METHYL)PIPERIDIN-1-CARBOXYLAT